C(C1=CC=CC=C1)C=1C2=C(SC1C(=O)O)C=CC(=C2)[C@H](F)P(=O)(OCC)OCC |o1:19| benzyl-(R) or (S)-5-((diethoxyphosphoryl)fluoromethyl)benzo[b]thiophene-2-carboxylic acid